C[S+](=O)(C)C trimethyl-sulfoxonium